FC=1C=C(C(=O)NCC2CCOCC2)C=C(C1)CN1C(C2=CN=C(C=C2C=C1)C1=CC=NN1C)=O 3-fluoro-5-((6-(1-methyl-1H-pyrazol-5-yl)-1-oxo-2,7-naphthyridin-2(1H)-yl)methyl)-N-((tetrahydro-2H-pyran-4-yl)methyl)benzamide